7-(4-methylpiperazine-1-yl)-2,3-dihydro-quinoline CN1CCN(CC1)C=1C=CC2=CCCN=C2C1